FC1(CC=2C(=CN(C2CC1)C1=CC(=C(C=C1)F)CF)C(F)(F)F)F 5,5-difluoro-1-(4-fluoro-3-(fluoromethyl)phenyl)-3-(trifluoromethyl)-4,5,6,7-tetrahydro-1H-Indole